2-(3-triethoxysilylpropylthio)succinic acid-bis-[(3-ethyloxetan-3-yl)-methyl] ester C(C)C1(COC1)COC(C(CC(=O)OCC1(COC1)CC)SCCC[Si](OCC)(OCC)OCC)=O